4-[2,3-difluoro-4-(4,4,5,5-tetramethyl-1,3,2-dioxaborolan-2-yl)phenyl]-5-ethyl-1-(2-methoxyethyl)pyrazole FC1=C(C=CC(=C1F)B1OC(C(O1)(C)C)(C)C)C=1C=NN(C1CC)CCOC